C(C)(=O)O[C@H]1[C@H](NC[C@@H]1O)CC1=CC=C(C=C1)C=1N=NNN1 (2R,3S,4S)-4-hydroxy-2-{[4-(2H-1,2,3,4-tetrazol-5-yl)phenyl]methyl}pyrrolidin-3-yl acetate